1-(1-methyl-3-(piperidin-4-yl)-1H-indol-6-yl)dihydropyrimidine CN1C=C(C2=CC=C(C=C12)N1CNCC=C1)C1CCNCC1